(R)-3-(3-(2-cyano-2-methylpyrrolidine-1-carbonyl)-1-(4-fluorophenyl)-8-methoxy-5,6-dihydroimidazo[5,1-a]isoquinolin-9-yl)picolinonitrile C(#N)[C@@]1(N(CCC1)C(=O)C1=NC(=C2N1CCC1=CC(=C(C=C21)C=2C(=NC=CC2)C#N)OC)C2=CC=C(C=C2)F)C